1-(2-Methyl-4-(4-(piperazin-4-ylmethyl)piperidin-1-yl)phenyl)dihydropyrimidine-2,4(1H,3H)-dione Methyl-3-((4-bromo-2-methylphenyl)amino)propanoate Methyl-acrylate COC(C=C)=O.COC(CCNC1=C(C=C(C=C1)Br)C)=O.CC1=C(C=CC(=C1)N1CCC(CC1)CN1CCNCC1)N1C(NC(CC1)=O)=O